4-(2-(1-(2-(2,6-dioxopiperidin-3-yl)-1,3-dioxoisoindolin-5-yl)piperidin-4-yl)ethyl)-N-(2-(((S)-2-methylpyrrolidin-1-yl)methyl)-1H-benzo[d]imidazol-5-yl)benzamide O=C1NC(CCC1N1C(C2=CC=C(C=C2C1=O)N1CCC(CC1)CCC1=CC=C(C(=O)NC2=CC3=C(NC(=N3)CN3[C@H](CCC3)C)C=C2)C=C1)=O)=O